BrC1=C(N=C2N(C1=O)C=C(N2C)C)C(F)(F)F 6-bromo-1,2-dimethyl-7-(trifluoromethyl)imidazo[1,2-a]pyrimidin-5-one